2-hydroxynonadecane-1,2,3-tri-carboxylic acid OC(CC(=O)O)(C(CCCCCCCCCCCCCCCC)C(=O)O)C(=O)O